p-benzenedicarboxylic acid C1(=CC=C(C=C1)C(=O)O)C(=O)O